ClC1=CC(=C(C=C1)C1=NN=C(C2=CC=CC=C12)NCC(CO)O)O 3-[[4-(4-chloro-2-hydroxy-phenyl)phthalazin-1-yl]amino]propane-1,2-diol